Cl.C(C)N1C(NC2=CC3=C(C=C2C1=O)OCC[C@H]1N(C3)CCNC1)=O (R)-10-ethyl-2,3,4,4a,5,6-hexahydro-1H,10H-pyrazino[1',2':5,6][1,5]oxazocino[2,3-g]quinazoline-9,11(12H,14H)-dione hydrochloride